N-cyclopropyl-2-(difluoromethoxy)-6-methoxy-4-(7-morpholin-3-yl-imidazo[1,2-a]pyridin-3-yl)benzamide C1(CC1)NC(C1=C(C=C(C=C1OC)C1=CN=C2N1C=CC(=C2)C2NCCOC2)OC(F)F)=O